BrC1=CC=C2C=CC=C(C2=C1)NS(=O)(=O)C1=NC=CC(=C1)NC(=O)C=1C=CC=C2C=CC(OC12)=O N-(2-(N-(7-bromonaphth-1-yl)amino-sulfonyl)-pyridin-4-yl)-2-oxo-2H-chromene-8-amide